FC=1C=C2C(N(C(C2=CC1)=O)[C@@H]1C[C@@H](CCC1)N1C(=NC=2C=NC(=CC21)C2=NNC=N2)C2=C(C=CC=C2)F)=O 5-fluoro-2-((1S,3R)-3-(2-(2-fluorophenyl)-6-(1H-1,2,4-triazol-3-yl)-1H-imidazo[4,5-c]pyridin-1-yl)cyclohexyl)isoindoline-1,3-dione